C12COCC(CC1)N2C2=CC=1C(=C(N=NC1N[C@H](C)C1=C(C(=CC=C1)C(F)(F)F)F)C)N=C2 3-(3-oxa-8-azabicyclo[3.2.1]octan-8-yl)-N-((R)-1-(2-fluoro-3-(trifluoromethyl)phenyl)ethyl)-8-methylpyrido[2,3-d]pyridazin-5-amine